rac-N-((4R,5R)-7-ethyl-4-(4-fluorophenyl)-6-oxo-3-(2-oxoethyl)-1-phenyl-4,5,6,7-tetrahydro-1H-pyrazolo[3,4-b]pyridin-5-yl)-3-(trifluoromethyl)benzamide C(C)N1C2=C([C@H]([C@H](C1=O)NC(C1=CC(=CC=C1)C(F)(F)F)=O)C1=CC=C(C=C1)F)C(=NN2C2=CC=CC=C2)CC=O |r|